C(C1=CC=CC=C1)OC=1C(=NC2=CC(=CC=C2C1C#N)Br)C(=O)Cl 3-benzyloxy-7-bromo-4-cyano-quinoline-2-carbonyl chloride